(S)-quinuclidin-3-yl (3,3-dimethyl-5-(3-(trifluoromethyl)phenyl)-2,3-dihydro-1H-inden-1-yl)carbamate CC1(CC(C2=CC=C(C=C12)C1=CC(=CC=C1)C(F)(F)F)NC(O[C@@H]1CN2CCC1CC2)=O)C